N1C[C@H](CC1)NC([O-])=O (3S)-pyrrolidin-3-ylcarbamate